3-(piperidin-4-yl)oxazolidin-2-one N1CCC(CC1)N1C(OCC1)=O